1-(4-((3-chloro-1H-pyrrolo[2,3-B]pyridin-4-yl)oxy)-2-fluorophenyl)-3-(4-((7-methyl-4,7-diazaspiro[2.5]octan-4-yl)methyl)-3-(trifluoromethyl)phenyl)urea ClC1=CNC2=NC=CC(=C21)OC2=CC(=C(C=C2)NC(=O)NC2=CC(=C(C=C2)CN2C1(CC1)CN(CC2)C)C(F)(F)F)F